4-(4-(6-Cyanoimidazo[1,2-b]pyridazin-7-yl)phenyl)piperazine-1-carboxylic acid tert-butyl ester C(C)(C)(C)OC(=O)N1CCN(CC1)C1=CC=C(C=C1)C1=CC=2N(N=C1C#N)C=CN2